C(C)O[C@H]1CC[C@H](CC1)NC=1N=CC2=C(N1)NC=C2C=2C=C(C=1N(C2)N=CN1)F N-(cis-4-ethoxycyclohexyl)-5-(8-fluoro-[1,2,4]triazolo[1,5-a]pyridin-6-yl)-7H-pyrrolo[2,3-d]pyrimidin-2-amine